COC(=O)C1=CC2=C(N=C(S2)N)C(=C1)C(C)C 2-amino-4-(propan-2-yl)-1,3-benzothiazole-6-carboxylic acid methyl ester